tert-butyl (2S)-2-[[4-[[1-[2-(2,6-dioxo-3-piperidyl)-1,3-dioxo-isoindolin-5-yl]-4-piperidyl]oxy]-1-piperidyl]methyl]morpholine-4-carboxylate O=C1NC(CCC1N1C(C2=CC=C(C=C2C1=O)N1CCC(CC1)OC1CCN(CC1)C[C@H]1CN(CCO1)C(=O)OC(C)(C)C)=O)=O